N-(4-((tert-butyldimethylsilyl)oxy)-1,1,1-trifluorobutane-2-yl)-6'-chloro-(2,3'-bipyridyl)-4'-amine [Si](C)(C)(C(C)(C)C)OCCC(C(F)(F)F)NC1=C(C=NC(=C1)Cl)C1=NC=CC=C1